N(C(=O)N)NC1=NC(=NC(=N1)N)N ureidomelamine